BrC=1CC2=CC(=C(C=C2C1)C)C 2-bromo-5,6-dimethyl-1H-indene